(3S,10R)-7-((S)-4-propenoyl-2-methylpiperazin-1-yl)-9-chloro-10-(2-fluoro-6-hydroxyphenyl)-3-methyl-5-oxo-2,3-dihydro-5H-[1,4]oxazino[2,3,4-ij]quinoline-6-carbonitrile C(C=C)(=O)N1C[C@@H](N(CC1)C1=C(C(N2C3=C(C(=C(C=C13)Cl)C1=C(C=CC=C1O)F)OC[C@@H]2C)=O)C#N)C